FC1(CN(C1)C1=NC2=C(C=C(C=C2C(N1C)=O)C)[C@@H](C)NC1=C(C(=O)OC)C=CC=C1)F methyl (R)-2-((1-(2-(3,3-difluoroazetidin-1-yl)-3,6-dimethyl-4-oxo-3,4-dihydroquinazolin-8-yl)ethyl)amino)benzoate